2,6-dimethyl-1,1'-biphenyl CC1=C(C(=CC=C1)C)C1=CC=CC=C1